1-(4-Bromophenyl)-N-(methylsulfonyl)cyclopropane-1-carboxamide BrC1=CC=C(C=C1)C1(CC1)C(=O)NS(=O)(=O)C